(S)-4-(7-chloro-8-fluoro-2-((1-methylpyrrolidin-2-yl)methoxy)pyrido[4,3-d]pyrimidine-4-yl)piperazine-1-carboxylic acid tert-butyl ester C(C)(C)(C)OC(=O)N1CCN(CC1)C=1C2=C(N=C(N1)OC[C@H]1N(CCC1)C)C(=C(N=C2)Cl)F